C(C)OC=1C=C(C=2N(C1)N=C1C2C=NN1)C=1C=CC(=NC1)N1C[C@H]([C@H](CC1)NC(C1=C(C=CC=C1F)Cl)=O)O N-((3R,4S)-1-(5-(6-ethoxy-1H-pyrazolo[3',4':3,4]pyrazolo[1,5-a]pyridin-4-yl)pyridin-2-yl)-3-hydroxypiperidin-4-yl)-2-chloro-6-fluorobenzamide